ClC1=C(OC2CCC3(CNC3)CC2)C=C(C=C1)Cl 7-(2,5-dichlorophenoxy)-2-azaspiro[3.5]nonane